ClC1=CC2=C(CCO2)C=C1NC1=NC=C2N(C(N(C2=N1)C1(CCCCC1)C#N)=O)C (2-((6-chloro-2,3-dihydrobenzofuran-5-yl)amino)-7-methyl-8-oxo-7,8-dihydro-9H-purin-9-yl)cyclohexane-1-carbonitrile